4-(4-((1R,5S)-3,6-diazabicyclo[3.1.1]heptan-3-yl)-6-chloro-2-((2,2-difluorotetrahydro-1H-pyrrolizin-7a(5H)-yl)methoxy)-8-fluoroquinazolin-7-yl)-7-fluorobenzo[d]thiazol-2-amine [C@@H]12CN(C[C@@H](N1)C2)C2=NC(=NC1=C(C(=C(C=C21)Cl)C2=CC=C(C1=C2N=C(S1)N)F)F)OCC12CCCN2CC(C1)(F)F